ClC1=CC=NC2=CC(=C(C=C12)N1CCOCC1)OC 4-(4-chloro-7-methoxyquinolin-6-yl)morpholine